2,4,6-triethylbenzenetrimethylamine C(C)C1(C(C(=CC(=C1CN)CC)CC)CN)CN